tert-butyl 7-(5-chloro-2-(2-(5-cyano-6-cyclopropoxy-2-methyl-4-oxopyrido[3,4-d]pyrimidin-3(4H)-yl)ethoxy)phenyl)-5-methylthieno[3,2-b]pyridine-3-carboxylate ClC=1C=CC(=C(C1)C1=C2C(=NC(=C1)C)C(=CS2)C(=O)OC(C)(C)C)OCCN2C(=NC1=C(C2=O)C(=C(N=C1)OC1CC1)C#N)C